[Na+].N1(C(COCC1([2H])[2H])([2H])[2H])C1=CC=C(C=C1)NC1=NC=CC(=N1)C1=CC=C(C(=O)[O-])C=C1 4-(2-((4-(morpholinyl-3,3,5,5-d4)phenyl)amino)pyrimidin-4-yl)benzoate sodium salt